ClC=1C(=C2C(=NC1C)CN(C2)C(=O)[C@H]2CN(CC2)C=2C(=NC=NC2)C)C (3-Chloro-2,4-dimethyl-5,7-dihydropyrrolo[3,4-b]pyridin-6-yl)-[(3R)-1-(4-methylpyrimidin-5-yl)pyrrolidin-3-yl]methanon